C(CC)C1=CC=C(C=C1)/C=C/B(O)O trans-2-(4-propylphenyl)vinyl-boronic acid